1-(3,4,5-trimethoxyphenyl)pyrrolo[1,2-a]pyrazine COC=1C=C(C=C(C1OC)OC)C=1C=2N(C=CN1)C=CC2